(4-(3-chloro-4-(5-chloro-7-ethyl-7H-pyrrolo[2,3-d]pyrimidin-2-ylamino)-1H-pyrazol-1-yl)piperidin-1-yl)(cyclopropyl)methanone ClC1=NN(C=C1NC=1N=CC2=C(N1)N(C=C2Cl)CC)C2CCN(CC2)C(=O)C2CC2